O=C1NC2(C(N1)=O)C(CCC2)CC2=C(C=CC=C2S(=O)(=O)N)C2=CC=C(C=C2)F ((2,4-dioxo-1,3-diazaspiro[4.4]nonane-6-yl)methyl)-4'-fluoro-[1,1'-biphenyl]-3-sulfonamide